(4-((R)-amino(4,5-dichloro-2-hydroxyphenyl)methyl)piperidin-1-yl)(4,4-difluoropyrrolidin-3-yl)methanone N[C@H](C1CCN(CC1)C(=O)C1CNCC1(F)F)C1=C(C=C(C(=C1)Cl)Cl)O